C(C)(C)(C)N1C(=C(C=C1)C(=O)NC1=C(C=C(C(=C1)C=1C=C(C=2N(C1)C=CN2)N2CCOCC2)C)F)F 1-(Tert-butyl)-2-fluoro-N-(2-fluoro-4-methyl-5-(8-morpholinoimidazo[1,2-a]pyridin-6-yl)phenyl)-1H-pyrrole-3-carboxamide